(1S,3S)-3-((6-(5-((((Benzyloxy)carbonyl)(methyl)amino)methyl)-1-methyl-1H-pyrazol-4-yl)pyridin-3-yl)oxy)cyclohexan C(C1=CC=CC=C1)OC(=O)N(C)CC1=C(C=NN1C)C1=CC=C(C=N1)OC1CCCCC1